ClC=1C=C(C=2N(N1)C(=CN2)C2[C@@H]([C@@H]([C@H](O2)COP(=O)(O)CP(O)(O)=O)O)O)N2CC1=CC=CC=C1CC2 (((((2R,3S,4R)-5-(6-chloro-8-(3,4-dihydroisoquinolin-2(1H)-yl)imidazo[1,2-b]pyridazin-3-yl)-3,4-dihydroxytetrahydrofuran-2-yl)methoxy)(hydroxy)phosphoryl)methyl)phosphonic acid